ethyl 6-chloro-5-fluoro-4-(N-methylacetamido)nicotinate ClC1=NC=C(C(=O)OCC)C(=C1F)N(C(C)=O)C